COC(=O)C1=CC2=C(OCC3N2CCOC3)C=C1N.F/C(=C/C(=O)NC1=CC=CC=C1)/C1=CC=CC=C1 (E)-3-fluoro-N,3-diphenyl-acrylamide methyl-8-amino-1,2,4a,5-tetrahydro-4H-benzo[b][1,4]oxazino[4,3-d][1,4]oxazine-9-carboxylate